C12C(CC(C=C1)C2)OC(=O)NCCCC[C@H](N)C(=O)O Nε-5-norbornene-2-yloxycarbonyl-l-lysine